3-(2'-Fluoro-[1,1'-biphenyl]-4-yl)propionic acid FC1=C(C=CC=C1)C1=CC=C(C=C1)CCC(=O)O